4-propionylamino-2-methoxy-N-(2-morpholin-4-yl-ethyl)-benzamide C(CC)(=O)NC1=CC(=C(C(=O)NCCN2CCOCC2)C=C1)OC